5'-phenyl-[1,1':3',1''-terphenyl]-2,3,5,6-tetracarbonitrile C1(=CC=CC=C1)C=1C=C(C=C(C1)C1=C(C(=CC(=C1C#N)C#N)C#N)C#N)C1=CC=CC=C1